C(C)(C)(C)OC([C@@H](COC1=CC(=C(C=C1)[N+](=O)[O-])C=O)O)=O (R)-3-(3-formyl-4-nitrophenoxy)-2-hydroxypropionic acid tert-butyl ester